5-benzyl-N-(4-(5-chloro-2-methoxyphenyl)pyridin-2-yl)-4H-1,2,4-triazole-3-carboxamide C(C1=CC=CC=C1)C=1NC(=NN1)C(=O)NC1=NC=CC(=C1)C1=C(C=CC(=C1)Cl)OC